C1N(CCC2=CC=CC=C12)C1C(CN(CC1)C(=O)C1=CC(=NC(=N1)C1=CC=CC=C1)NC1CCN(CC1)C(C)=O)O 4-((6-(4-(3,4-dihydroisoquinolin-2(1H)-yl)-3-hydroxy-piperidine-1-carbonyl)-2-phenylpyrimidin-4-yl)amino)piperidin-1-ylethanone